ClC1=CC=C(C=C1)C=1N(C(N(C1)CC1=NNC(=N1)[C@H](C)O)=O)C[C@@H](C(F)(F)F)O 4-(4-chlorophenyl)-1-((5-((S)-1-hydroxyethyl)-1H-1,2,4-triazol-3-yl)methyl)-3-((S)-3,3,3-trifluoro-2-hydroxypropyl)-1,3-dihydro-2H-imidazol-2-one